(R)-2-((tert-butoxycarbonyl)amino)-4-((tert-butyldiphenylsilyl)oxy)butanoic acid C(C)(C)(C)OC(=O)N[C@@H](C(=O)O)CCO[Si](C1=CC=CC=C1)(C1=CC=CC=C1)C(C)(C)C